C1(C=CC(N1CCCCCCCCCCC)=O)=O maleimidoundecane